OC(C(=O)NC1=CC=C(C=C1)[N+](=O)[O-])C 2-hydroxy-N-(4-nitrophenyl)propionamide